6-(2-amino-6-fluoro-5-(1-methylindolin-5-yl)pyridin-3-yl)-3,4-dihydroisoquinolin-1(2H)-one NC1=NC(=C(C=C1C=1C=C2CCNC(C2=CC1)=O)C=1C=C2CCN(C2=CC1)C)F